BrC1=CC=C2CCN(C(C2=C1)=O)C 7-bromo-2-methyl-3,4-dihydroisoquinoline-1(2H)-on